ClC1=C(C=CC=C1F)C1(CC1)/C(/NOC(=O)C1=NN(C(=C1)C(F)(F)F)C)=N/[H] (Z)-1-(2-chloro-3-fluorophenyl)-N-((1-methyl-5-(trifluoromethyl)-1H-pyrazole-3-carbonyl)oxy)cyclopropane-1-carboximidamide